((2-(1-(3-((4,4-Difluorocyclohexyl)amino)propyl)cyclopropoxy)-4-methylphenyl)sulfonyl)-L-proline FC1(CCC(CC1)NCCCC1(CC1)OC1=C(C=CC(=C1)C)S(=O)(=O)N1[C@@H](CCC1)C(=O)O)F